1,2-dipropoxy-1,2-difluoroethane C(CC)OC(C(F)OCCC)F